[Pt+2].C(=O)(O)CS[C@H]1[C@@H](O[C@@H]([C@H]1O)CO)N1C=NC=2C(N)=NC=NC12 S-carboxymethyl-thioadenosine Platinum(II)